C=1N=CN2C1C1=CC=CC=C1[C@@H]2[C@H]2[C@@H](C1(C2)CCOCC1)O (1S,2S)-2-((S)-5H-imidazo[5,1-a]isoindol-5-yl)-7-oxaspiro[3.5]nonan-1-ol